C(C1=CC=CC=C1)(C1=CC=CC=C1)(C1=CC=CC=C1)SC1CC(C1)C(=O)O 3-(tritylthio)cyclobutanecarboxylic acid